BrC1=CC(=C(C=C1)N1C(NC(CC1)=O)=O)OC 1-(4-bromo-2-methoxyphenyl)dihydropyrimidine-2,4(1H,3H)-dione